N-((1r,3r)-3-((5-(3-fluoroimidazo[1,2-a]pyridin-6-yl)-7H-pyrrolo[2,3-d]pyrimidin-2-yl)amino)-1-methylcyclobutyl)propionamide FC1=CN=C2N1C=C(C=C2)C2=CNC=1N=C(N=CC12)NC1CC(C1)(C)NC(CC)=O